(rac)-1-{3-[1-hydroxyethyl]pyrazin-2-yl}-1H-pyrazole O[C@H](C)C=1C(=NC=CN1)N1N=CC=C1 |r|